CN(NCC1=NC=C(C=C1)C(F)(F)F)C(=O)C=1N(C=CN1)C N,1-dimethyl-N'-((5-(trifluoromethyl)pyridin-2-yl)methyl)-1H-imidazole-2-carbohydrazide